O=C1OCCC1NC(=O)C1C[C@@H](CCC1C(C)C)C N-(R)-2-Oxotetrahydro-furan-3-yl-(1R,2S,5R)-p-menthan-3-carboxamid